2,4-difluoro-N-[2-methoxy-5-(4-pyridazin-4-ylquinolin-6-yl)pyridin-3-yl]benzenesulfonamide COC1=C(C=C(C=N1)C2=CC3=C(C=CN=C3C=C2)C4=CN=NC=C4)NS(=O)(=O)C5=C(C=C(C=C5)F)F